N-(3-(3,6-difluoropyridin-2-yl)-1-((1r,4r)-4-ethoxycyclohexyl)-1H-pyrazol-4-yl)-2-(1-(2-morpholinoacetyl)-1H-pyrazol-4-yl)thiazole-4-carboxamide FC=1C(=NC(=CC1)F)C1=NN(C=C1NC(=O)C=1N=C(SC1)C=1C=NN(C1)C(CN1CCOCC1)=O)C1CCC(CC1)OCC